IC12CC(C1)(C2)C(=O)OC 1-methyl 3-iodobicyclo[1.1.1]pentane-1-carboxylate